tert-butyl (S)-(2-(4-(5-((4-amino-2-(pentan-2-ylamino)imidazo[2,1-f][1,2,4]triazin-7-yl)methyl)-3-methylpyridin-2-yl)piperazin-1-yl)-2-oxoethyl)(methyl)carbamate NC1=NC(=NN2C1=NC=C2CC=2C=C(C(=NC2)N2CCN(CC2)C(CN(C(OC(C)(C)C)=O)C)=O)C)N[C@@H](C)CCC